CN1C(C(CCC1=O)N1C(C2=CC=C(C=C2C1)NC(=O)C1=CC=C(OCC2CN(C2)C(=O)OC(C)(C)C)C=C1)=O)=O tert-butyl 3-((4-((2-(1-methyl-2,6-dioxopiperidin-3-yl)-1-oxoisoindolin-5-yl)carbamoyl)phenoxy)methyl)azetidine-1-carboxylate